C(N)(=O)C=1N(N=C2C1NCCC2N2CC1N(C(C2)C1)C(=O)OC(C)(C)C)C1=CC=C(C=C1)OC1=CC=CC=C1 tert-butyl 3-[3-carbamoyl-2-(4-phenoxyphenyl)-4,5,6,7-tetrahydro-2H-pyrazolo[4,3-b]pyridin-7-yl]-3,6-diazabicyclo[3.1.1]heptane-6-carboxylate